(S)-(7-(3,4-dimethoxy-phenyl)pyrazolo[1,5-a]pyrimidin-2-yl)(3-methyl-4-(1-methyl-1H-imidazole-2-carbonyl)piperazin-1-yl)methanone COC=1C=C(C=CC1OC)C1=CC=NC=2N1N=C(C2)C(=O)N2C[C@@H](N(CC2)C(=O)C=2N(C=CN2)C)C